C(#N)C(C(=O)OCC(COC(C(=C(C1=CC=CC=C1)C1=CC=CC=C1)C#N)=O)(COC(C(=C(C1=CC=CC=C1)C1=CC=CC=C1)C#N)=O)COC(C(=C(C1=CC=CC=C1)C1=CC=CC=C1)C#N)=O)=C(C1=CC=CC=C1)C1=CC=CC=C1 pentaerythritol tetrakis(2-cyano-3,3-diphenyl acrylate)